dodecyl benzenesulfonate C1(=CC=CC=C1)S(=O)(=O)OCCCCCCCCCCCC